(carbamoylamino) carbamate C(N)(ONC(N)=O)=O